N1-butyl-N1-ethyl-ethane-1,2-diamine C(CCC)N(CCN)CC